ClC=1N=CC2=C(N1)OC(=N2)C2=C(C=CC=C2Cl)Cl 5-chloro-2-(2,6-dichlorophenyl)oxazolo[5,4-d]pyrimidine